3-((13S,15S,Z)-3-fluoro-16-(hydroxymethylene)-13-methyl-17-oxo-7,8,9,11,12,13,14,15,16,17-decahydro-6H-cyclopenta[a]phenanthren-15-yl)-N-(4-methoxypyridin-2-yl)-propanamide FC=1C=CC=2C3CC[C@@]4(C(\C(\[C@H](C4C3CCC2C1)CCC(=O)NC1=NC=CC(=C1)OC)=C/O)=O)C